ClC1=NC=C(C(=O)NO)C=C1OCCC#CC 6-chloro-N-hydroxy-5-(pent-3-yn-1-yloxy)nicotinamide